(5-(4-iodophenyl)-1-methyl-1H-pyrazol-3-yl)methanol IC1=CC=C(C=C1)C1=CC(=NN1C)CO